4-(8-Amino-3-((2S)-1-(5-((2-(2,6-dioxopiperidin-3-yl)-1,3-dioxoisoindoline-4-yl)amino)pentanoyl)pyrrolidin-2-yl)imidazo[1,5-a]pyrazin-1-yl)-N-(pyridin-2-yl)benzamide NC=1C=2N(C=CN1)C(=NC2C2=CC=C(C(=O)NC1=NC=CC=C1)C=C2)[C@H]2N(CCC2)C(CCCCNC2=C1C(N(C(C1=CC=C2)=O)C2C(NC(CC2)=O)=O)=O)=O